C(CC)SSSC methyl propyl trisulphide